BrC=1C=C(C=C(C1)Br)C1(CC1)N 1-(3,5-dibromophenyl)cyclopropan-1-amine